ClC(=O)N1[C@@H](CNCC1)C (R)-4-(chloroformyl)-3-methylpiperazine